O=C1NC(CCC1N1C(C2=CC=CC(=C2C1)OCCCC(=O)O)=O)=O 4-((2-(2,6-dioxopiperidin-3-yl)-1-oxoisoindolin-4-yl)oxy)butyric acid